benzyl rac-2-(2-((3-azabicyclo[3.1.0]hexan-6-yl)oxy)-6-(4-fluorophenyl)pyridin-4-yl)-2-methylpyrrolidine-1-carboxylate C12CNCC2C1OC1=NC(=CC(=C1)C1(N(CCC1)C(=O)OCC1=CC=CC=C1)C)C1=CC=C(C=C1)F